C(\C=C/C(=O)O)(=O)OC(C(=C)O)=O 2-hydroxyacrylic maleic anhydride